(2S)-4-(5-(3-((2-((S)-3-carboxybutanoyl)-6-methoxy-3-methyl-isoindolin-5-yl)oxy)propoxy)-6-methoxybenzo[b]thiophen-2-yl)-2-methyl-4-oxobutanoic acid C(=O)(O)[C@H](CC(=O)N1CC2=CC(=C(C=C2C1C)OCCCOC1=CC2=C(SC(=C2)C(C[C@@H](C(=O)O)C)=O)C=C1OC)OC)C